C12CN(CC(CC1)O2)C2=CC1=C(OC[C@@H](C(N1C)=O)NC(=O)C1=NOC(=C1)CC1=CC=CC=C1)C=C2 N-((3S)-7-(8-oxa-3-azabicyclo[3.2.1]octan-3-yl)-5-methyl-4-oxo-2,3,4,5-tetrahydrobenzo[b][1,4]oxazepin-3-yl)-5-benzylisoxazole-3-carboxamide